(1S,2S,4R,5S)-2-(hydroxymethyl)-2-(methoxymethyl)-4-methyl-5-(trifluoromethyl)quinuclidin-3-one OC[C@]1(N2C[C@H]([C@](C1=O)(CC2)C)C(F)(F)F)COC